(R)-2-(7-methyl-2-((1-methylpiperidin-3-yl)amino)oxazolo[4,5-d]pyrimidin-5-yl)-5-(trifluoromethyl)phenol CC=1C2=C(N=C(N1)C1=C(C=C(C=C1)C(F)(F)F)O)N=C(O2)N[C@H]2CN(CCC2)C